C(C)(C)(C)OC([C@@H](NC(=O)OCC1C2=CC=CC=C2C=2C=CC=CC12)CCC(=O)O)=O N-(9-fluorenylmethoxycarbonyl)-L-glutamic acid 1-tert-butyl ester